tert-butyl N-[4-(2-amino-5-methyl-1,3-thiazol-4-yl)-2-methylphenyl]carbamate NC=1SC(=C(N1)C1=CC(=C(C=C1)NC(OC(C)(C)C)=O)C)C